(3R)-3-benzyl-3-(5-chloro-2-methoxyphenyl)-6-(trifluoromethyl)indolin-2-one tert-butyl-4-(2-bromo-4-hydroxy-phenyl)-3,6-dihydro-2H-pyridine-1-carboxylate C(C)(C)(C)OC(=O)N1CCC(=CC1)C1=C(C=C(C=C1)O)Br.C(C1=CC=CC=C1)[C@]1(C(NC2=CC(=CC=C12)C(F)(F)F)=O)C1=C(C=CC(=C1)Cl)OC